C(C)(C)(C)N(C(=O)OC[C@H]1N(CCC1)S(=O)(=O)C1=CC(=C(C=C1)C=1C(=C2C(=NNC2=CC1)N)Cl)C)CC=1C=C2CN(C(C2=CC1)=O)C1C(NC(C(C1)([2H])[2H])=O)=O (S)-(1-((4-(3-amino-4-chloro-1H-indazol-5-yl)-3-methylphenyl)sulfonyl)pyrrolidin-2-yl)methanol tert-butyl-((2-(2,6-dioxopiperidin-3-yl-5,5-d2)-1-oxoisoindolin-5-yl)methyl)carbamate